C(C1=CC=CC=C1)OC1CC2(C1)OCC=CC2 2-(benzyloxy)-5-oxaspiro[3.5]non-7-ene